The molecule is an omega-hydroxy-long-chain fatty acid that is palmitoleic acid [(9Z)-16-hexadec-9-enoic acid) which is substituted by a hydroxy group at the terminal carbon. It is an omega-hydroxy-long-chain fatty acid and a monounsaturated fatty acid. It is a conjugate acid of a (9Z)-16-hydroxyhexadec-9-enoate. C(CCC/C=C\\CCCCCCO)CCCC(=O)O